(difluoro(2-(((5S,8S,10aR)-6-oxo-3-((R)-3-phenyl-butanoyl)-8-(pyrrolidine-1-carbonyl)decahydro-pyrrolo[1,2-a][1,5]diazocin-5-yl)carbamoyl)benzo[b]thiophen-5-yl)methyl)phosphonic acid FC(C1=CC2=C(SC(=C2)C(N[C@H]2CN(CC[C@@H]3N(C2=O)[C@@H](CC3)C(=O)N3CCCC3)C(C[C@@H](C)C3=CC=CC=C3)=O)=O)C=C1)(F)P(O)(O)=O